N,N,N',N'-tetramethylethylethylenediamine CN(C(CN(C)C)CC)C